F[C@@H]1C(N(CCC1)C1=NC=CC(=N1)NC=1N=CC2=C(N=CC(=C2C1)C(C)C)N1[C@@H]([C@H](C1)CS(=O)(=O)C)C)OC([2H])([2H])[2H] N-{2-[(3S,4R)-3-fluoro-2-(2H3)methoxypiperidin-1-yl]pyrimidin-4-yl}-8-[(2R,3S)-3-(methanesulfonylmeth-yl)-2-methylazetidin-1-yl]-5-(propan-2-yl)-2,7-naphthyridin-3-amine